C1CCCCCCC1 1,2-cyclooctane